[Si](C1=CC=CC=C1)(C1=CC=CC=C1)(C(C)(C)C)O[C@@H]1C[C@@]2(CC(CN2C1)=C)CO ((2R,7aS)-2-((tert-butyldiphenylsilyl)oxy)-6-methylenetetrahydro-1H-pyrrolizin-7a(5H)-yl)methanol